C(C1=CC=CC=C1)C=1C2=C(N=CN1)N(C(=C2)C2=CC=C(C=C2)CO)COCC[Si](C)(C)C (4-(4-Benzyl-7-((2-(trimethylsilyl)ethoxy)methyl)-7H-pyrrolo[2,3-d]pyrimidin-6-yl)phenyl)methanol